(E)-3-(2,6-dichlorophenyl)-1-(2-hydroxy-4,6-dimethoxyphenyl)prop-2-en-1-one ClC1=C(C(=CC=C1)Cl)/C=C/C(=O)C1=C(C=C(C=C1OC)OC)O